COC1CN(C1)CCC1=CC=C(N=N1)N 6-[2-(3-methoxyazetidin-1-yl)ethyl]pyridazin-3-amine